potassium hexafluorophosphate-ethylene C=C.F[P-](F)(F)(F)(F)F.[K+]